OC1(CC=C(C(=O)O)C=C1)C(=O)O para-hydroxyterephthalic acid